CN1S(C2=C(C(C3=C1C=CC=C3)=O)C=CC(=C2)[Si](C)(C)C)(=O)=O 6-Methyl-3-(trimethylsilyl)dibenzo[c,f][1,2]thiazepin-11(6H)-one 5,5-dioxide